N-(2-(tert-butylamino)-1-(furan-3-yl)-2-oxoethyl)-N-(4-(p-tolyloxy)phenyl)oxazole-5-carboxamide C(C)(C)(C)NC(C(C1=COC=C1)N(C(=O)C1=CN=CO1)C1=CC=C(C=C1)OC1=CC=C(C=C1)C)=O